NCC(CC[SiH2]C(OCC)OCC)(C)C 4-amino-3,3-dimethylbutyl-diethoxymethyl-silane